C12(CC(C1)C2)C2=CC=C(OCC1(CN(CC1)C(C1=CC=C(C=C1)OC)=O)C(=O)O)C=C2 3-(4-{bicyclo[1.1.1]pentan-1-yl}phenoxymethyl)-1-(4-methoxybenzoyl)pyrrolidine-3-carboxylic acid